2-fluoro-N-(6-(5-methyl-1H-indol-4-yl)imidazo[1,2-a]pyridin-2-yl)cyclopropane-1-carboxamide FC1C(C1)C(=O)NC=1N=C2N(C=C(C=C2)C2=C3C=CNC3=CC=C2C)C1